(R)-(2-cyclopropyl-4-((4-(6-(trifluoromethyl)pyridin-3-yl)morpholin-2-yl)methoxy)pyrimidin-5-yl)methanol C1(CC1)C1=NC=C(C(=N1)OC[C@H]1CN(CCO1)C=1C=NC(=CC1)C(F)(F)F)CO